(Z)-1-(4-amino-2-fluorobut-2-en-1-yl)-4-(2-fluoro-5-(hydroxymethyl)phenyl)-1H-benzo[d]imidazol-6-carbonitrile NC\C=C(\CN1C=NC2=C1C=C(C=C2C2=C(C=CC(=C2)CO)F)C#N)/F